C=1(SC=C2C1CCCC2)C(=O)[O-] 4,5,6,7-tetrahydro-2-benzothiophene-1-carboxylate